O1C(COC2=C1C=CC=C2)CN2CC(CCC2)C2=C(C=CC=C2)C (2,3-Dihydrobenzo[1,4]dioxin-2-ylmethyl)-3-o-tolylpiperidine